O=C1N(CCC(N1)=O)C1=NN(C2=CC(=C(C=C12)F)N1CC(C1)C=O)C 1-[3-(2,4-dioxohexahydropyrimidin-1-yl)-5-fluoro-1-methyl-indazol-6-yl]azetidine-3-carbaldehyde